FC1(CCN(CC1)C1CC2(CNC2)CC1)C1=NC=C(C=C1C=1C=NN(C1)C)F 6-[4-fluoro-4-[5-fluoro-3-(1-methylpyrazol-4-yl)-2-pyridyl]-1-piperidyl]-2-azaspiro[3.4]octane